methyl 3'-formyl-[1,1'-biphenyl]-3-carboxylate C(=O)C=1C=C(C=CC1)C1=CC(=CC=C1)C(=O)OC